L-7-methyl-4-methyl-coumarin hydrochloride Cl.CC1=CC=C2C(=CC(OC2=C1)=O)C